4-(2-(dimethylamino)-1-(1-hydroxycyclohexyl)ethyl)phenol succinate monohydrate O.C(CCC(=O)O)(=O)O.CN(CC(C1(CCCCC1)O)C1=CC=C(C=C1)O)C